NC1=NC(=NC=C1F)N1CCC(CC1)C(=O)OC methyl 1-(4-amino-5-fluoro-pyrimidin-2-yl)piperidine-4-carboxylate